2-(4-(methylsulfonyl)phenyl)quinoline CS(=O)(=O)C1=CC=C(C=C1)C1=NC2=CC=CC=C2C=C1